methylenecyclohexanamide C=C1C(CCCC1)C(=O)N